C1(CCC1)C(=O)NC[C@@H]1CC[C@H](CC1)C(=O)N(C[C@@H]1CC[C@H](CC1)C1=NC(=C(C=C1)OC)C)C1=NC=CC(=C1)C=1N=C(OC1)C1CC1 trans-4-(Cyclobutanecarboxamidomethyl)-N-(4-(2-cyclopropyloxazol-4-yl)pyridin-2-yl)-N-((trans-4-(5-methoxy-6-methylpyridin-2-yl)cyclohexyl)methyl)cyclohexanecarboxamide